4-Pentenol C(CCC=C)O